N-(3-(5-(3,3-difluorocyclobutyl)-1,2,4-oxadiazol-3-yl)-2,5-difluoro-6-methylphenyl)-7-morpholinoimidazo[1,2-a]pyridine-3-carboxamide FC1(CC(C1)C1=NC(=NO1)C=1C(=C(C(=C(C1)F)C)NC(=O)C1=CN=C2N1C=CC(=C2)N2CCOCC2)F)F